N5-(4,6-dimethyl-2-pyrimidinyl)-Nα,Nα-dimethylornithine CC1=NC(=NC(=C1)C)NCCC[C@H](N(C)C)C(=O)O